P(=O)(O)(O)C=1N=C(NC1)NC1[C@H](O)[C@H](O)[C@H](O1)CO phosphoribosylamino-imidazole